ClC1=C2N=C(C=NC2=CC=C1OC=1C=C(C(=CC1)N)N)C=1C=NN(C1)C1OCCCC1 4-[5-chloro-3-(1-tetrahydropyran-2-ylpyrazol-4-yl)quinoxalin-6-yl]oxybenzene-1,2-diamine